1-cyclopropyl-5-((dimethylamino)methyl)-1H-pyrazole-3-sulfonamide C1(CC1)N1N=C(C=C1CN(C)C)S(=O)(=O)N